COCC(OCCCS)C 3-(2-Methoxy-1-methyl-ethoxy)propane-1-thiol